3-bromo-N-[(trans)-4-methoxycyclohexyl]naphthalene-1-carboxamide BrC=1C=C(C2=CC=CC=C2C1)C(=O)N[C@@H]1CC[C@H](CC1)OC